(S)-4-(2-(1-(2-hydroxy-2-methylpropyl)-1H-pyrazol-4-yl)-4-(3-phenylmorpholinyl)quinazolin-6-yl)-6-methyl-1-tosyl-1,6-dihydro-7H-pyrrolo[2,3-c]pyridin-7-one OC(CN1N=CC(=C1)C1=NC2=CC=C(C=C2C(=N1)N1[C@H](COCC1)C1=CC=CC=C1)C=1C2=C(C(N(C1)C)=O)N(C=C2)S(=O)(=O)C2=CC=C(C)C=C2)(C)C